2-Amino-4-[3-[[(2S)-4,4-difluoro-1-methyl-2-piperidyl]methoxy]-5-fluoro-7,9-dihydrofuro[3,4-f]quinazolin-6-yl]-7-fluoro-thieno[3,2-c]pyridine-3-carbonitrile NC1=C(C=2C(=NC=C(C2S1)F)C=1C2=C(C=3C=NC(=NC3C1F)OC[C@H]1N(CCC(C1)(F)F)C)COC2)C#N